CC(=C)[C@@H]1CC[C@]2([C@H]1[C@H]3CC[C@H]4[C@]([C@@]3(CC2)C)(CC[C@@H]5[C@@]4(C[C@H]([C@@H](C5(C)C)O)O)C)C)C The molecule is a pentacyclic triterpenoid that is lup-20(29)-ene substituted by hydroxy groups at positions 2 and 3 (the 2alpha,3beta stereoisomer). It has been isolated from Juglans sinensis. It has a role as a plant metabolite. It is a pentacyclic triterpenoid and a diol. It derives from a hydride of a lupane.